N1(CCC1)C=1C=CC2=C(C1)C(C1=CC(=CC=C1C21OC(C2=CC=C(C=C12)C(=O)OC(C)(C)C)=O)N1CC(C1)C(=O)OC)(C)C methyl 1-(3-(azetidin-1-yl)-6'-(tert-butoxycarbonyl)-10,10-dimethyl-3'-oxo-3'H,10H-spiro[anthracene-9,1'-isobenzofuran]-6-yl)azetidine-3-carboxylate